tert-Butyl (3S,4S)-3-fluoro-4-(((trifluoromethyl)sulfonyl)oxy)piperidine-1-carboxylate F[C@H]1CN(CC[C@@H]1OS(=O)(=O)C(F)(F)F)C(=O)OC(C)(C)C